[N+](=O)([O-])C1=C2C(N(C(C2=CC=C1)=O)C(C(=O)Cl)C)=O 2-(4-nitro-1,3-dioxoisoindolin-2-yl)propionyl chloride